dichloro[1,1'-Bis(diphenylphosphino)ferrocene] palladium (II) [Pd+2].ClC1=C([C-](C=C1)P(C1=CC=CC=C1)C1=CC=CC=C1)Cl.[C-]1(C=CC=C1)P(C1=CC=CC=C1)C1=CC=CC=C1.[Fe+2]